N,N-diethyl-ammonium C(C)[NH2+]CC